(2R,6S)-2,6-dimethyl-4-(4-(4,4,5,5-tetramethyl-1,3,2-dioxaborolan-2-yl)phenyl)morpholine C[C@@H]1CN(C[C@@H](O1)C)C1=CC=C(C=C1)B1OC(C(O1)(C)C)(C)C